4-methyl-N,N'-1,3-phenylenebis(maleimide) CC1=C(C=C(C=C1)N1C(C=CC1=O)=O)N1C(C=CC1=O)=O